3-cyclopropyl-1-((tetrahydro-2H-pyran-2-yl)methyl)-4-(trifluoromethyl)-1H-pyrazole C1(CC1)C1=NN(C=C1C(F)(F)F)CC1OCCCC1